COC=1C=C2C(=NC(=NC2=CC1C#CCN1CCCC1)N1CCCC1)NC1COCCC1 6-methoxy-2-(pyrrolidin-1-yl)-7-(3-(pyrrolidin-1-yl)prop-1-yn-1-yl)-N-(tetrahydro-2H-pyran-3-yl)quinazolin-4-amine